FC(C1=CC=C(C=C1)C1CN(CCN1)CC1=CN=CC(=C1)C1=NOC=N1)(F)F 3-(4-(trifluoromethyl)phenyl)(5-(1,2,4-oxadiazolyl)nicotinyl)piperazine